1-[4-(2,3-dimethylphenyl)piperazin-1-yl]-2-{3-[4-hydroxy-3-(hydroxymethyl)piperidine-1-carbonyl]-5,6-dihydrocyclopenta[c]pyrazol-1(4H)-yl}ethan-1-one CC1=C(C=CC=C1C)N1CCN(CC1)C(CN1N=C(C2=C1CCC2)C(=O)N2CC(C(CC2)O)CO)=O